NN1C=NC(=C2N3C(N=C12)N(C(N3CC(F)(F)F)=O)CCN3CCN(CC3)C3=C(C=C(C=C3)F)F)C=3OC=CC3 5-Amino-3-{2-[4-(2,4-difluoro-phenyl)-piperazin-1-yl]-ethyl}-8-furan-2-yl-1-(2,2,2-trifluoro-ethyl)-1,3-dihydro-[1,2,4]triazolo[5,1-f]purin-2-one